tert-butyl 2-cyclopropyl-4-{6-[5-(methoxymethoxy)-2-methyl-1,3-benzoxazol-6-yl]pyridazin-3-yl}piperazine-1-carboxylate C1(CC1)C1N(CCN(C1)C=1N=NC(=CC1)C1=CC2=C(N=C(O2)C)C=C1OCOC)C(=O)OC(C)(C)C